4-(butylamino)-6-(4-(piperazin-1-ylmethyl)benzyl)pyridin C(CCC)NC1=CC=NC(=C1)CC1=CC=C(C=C1)CN1CCNCC1